CN1N=CC=C1C1=NC=CC(=N1)NC1(CC1)C(F)(F)F 2-(1-methyl-1H-pyrazol-5-yl)-N-[1-(trifluoromethyl)cyclopropyl]pyrimidin-4-amine